BrC1=C2C=CC=CC2=C(C2=CC=CC=C12)C1=C(C2=C(C=3C(O2)=C(C(=C2C(=C(C(=C(C23)[2H])[2H])[2H])[2H])[2H])[2H])C(=C1)[2H])[2H] (10-bromoanthracene-9-yl)naphtho[2,1-b]benzofuran-1,2,3,4,5,6,8,11-d8